1,2-dilauryl-glycerol C(CCCCCCCCCCC)OCC(OCCCCCCCCCCCC)CO